3-Methacryloxypropyl-tris(isopropoxy)silane C(C(=C)C)(=O)OCCC[Si](OC(C)C)(OC(C)C)OC(C)C